O=C1NC(C(N1)(CCC)C1=C(C=C(C(=O)O)C=C1)OC)=O 4-(2,5-dioxo-4-propylimidazolidin-4-yl)-3-methoxybenzoic acid